CC=1N(C=2N(C(C(=C(N2)C(F)(F)F)C=2C=NN(C2)CC(C(F)(F)F)(F)F)=O)C1)CC#C 2-methyl-6-[1-(2,2,3,3,3-pentafluoropropyl)-1H-pyrazol-4-yl]-1-(prop-2-yn-1-yl)-7-(trifluoromethyl)-1H,5H-imidazo[1,2-a]pyrimidin-5-one